2-((1r,4r)-4-(2-((1H-pyrazol-5-yl)methyl)-6-(benzenesulfonyl)imidazo[4,5-d]Pyrrolo[2,3-b]Pyridin-1(6H)-yl)cyclohexyl)acetonitrile N1N=CC=C1CC1=NC=2C(=C3C(=NC2)N(C=C3)S(=O)(=O)C3=CC=CC=C3)N1C1CCC(CC1)CC#N